C1=2CCCCCCCCCCC2OCCC1 13-oxabicyclo[10.4.0]hexadeca-1(12)-ene